(S)-tert-butyl (1-(2-cyano-4-(2-methylpyridin-4-yl)phenoxy)-4-methylpentan-2-yl)carbamate C(#N)C1=C(OC[C@H](CC(C)C)NC(OC(C)(C)C)=O)C=CC(=C1)C1=CC(=NC=C1)C